2-(6-(3-(2,6-di(pyridin-3-yl)pyrimidin-4-yl)phenyl)pyridin-2-yl)phenolate N1=CC(=CC=C1)C1=NC(=CC(=N1)C=1C=C(C=CC1)C1=CC=CC(=N1)C1=C(C=CC=C1)[O-])C=1C=NC=CC1